2-(8-Ethynyl-7-fluoro-3-(methoxymethoxy)naphthalen-1-yl)-4,4,5,5-tetramethyl-1,3,2-dioxaborolane C(#C)C=1C(=CC=C2C=C(C=C(C12)B1OC(C(O1)(C)C)(C)C)OCOC)F